C(C(C)=C)OCC(C(=O)OCCC(=C)C)=C 3-methyl-3-butenyl α-methallyloxymethylacrylate